3,7-bis(dimethylamino)-phenothiazin-5-ium chloride salt [Cl-].CN(C=1C=CC2=NC3=CC=C(C=C3[S+]=C2C1)N(C)C)C